C(C)(C)(C)OC([C@@H](N(C(=O)[C@@H]1CN(CC1)S(=O)(=O)C=C)C)C(C)C)=O N-methyl-N-((S)-1-(vinylsulfonyl)pyrrolidine-3-carbonyl)-L-valine tert-butyl ester